OC=1C(C=C(OC1)COC(C=CC1=CC(=C(C(=C1)OC)OC)OC)=O)=O 3-(3,4,5-Trimethoxy-phenyl)-acrylic acid 5-hydroxy-4-oxo-4H-pyran-2-ylmethyl ester